C(C1=CC=CC=C1)OCCOCCOCC1=CC=C(N(CC2=CC(=CC=C2)OC)CC2=CC(=CC=C2)OC)C=C1 4-((2-(2-(benzyloxy)ethoxy)ethoxy)methyl)-N,N-bis(3-methoxybenzyl)aniline